ethyl 3-((3-methoxybenzyl) amino)-3-oxopropionate COC=1C=C(CNC(CC(=O)OCC)=O)C=CC1